(2S,4R)-1-[(2S)-2-(4-cyclopropyltriazol-1-yl)-3,3-dimethyl-butanoyl]-N-[(1,1-dioxo-2-phenyl-1,2-thiazolidin-5-yl)methyl]-4-hydroxy-pyrrolidine-2-carboxamide C1(CC1)C=1N=NN(C1)[C@H](C(=O)N1[C@@H](C[C@H](C1)O)C(=O)NCC1CCN(S1(=O)=O)C1=CC=CC=C1)C(C)(C)C